2-fluorobenzyl-hydrazine hydrochloride Cl.FC1=C(CNN)C=CC=C1